CN1N=CC2=C1N=C/1N(C2=O)CC\C1=C/C1=CC=C(C=C1)C (E)-1-methyl-8-(4-methylbenzylidene)-7,8-dihydro-1H-pyrazolo[3,4-d]pyrrolo[1,2-a]pyrimidin-4(6H)-one